ClC1=CCN(S1)C 5-Chloro-2-methyl-2H-isothiazol